BrC=1SC=C(N1)C1=C(C(\C(\C1)=N\OCC(=O)NC=1C=C2C=C(C(OC2=CC1)=O)C)O)C (E)-2-(((4-(2-bromothiazol-4-yl)-2-hydroxy-3-methylcyclopent-3-en-1-ylidene)amino)oxy)-N-(3-methyl-2-oxo-2H-chromen-6-yl)acetamide